ClC1=CC=C(C(=N1)C(=O)O)N[C@H](C)C1=C2N=C(C(=NC2=CC(=C1)C)C#N)N(C)C1CC(C1)(F)F (R)-6-chloro-3-((1-(2-cyano-3-((3,3-difluorocyclobutyl)(methyl)amino)-7-methylquinoxalin-5-yl)ethyl)amino)picolinic acid